ClC1=C(C=CC(=C1)F)COC1CCNCC1 4-[(2-chloro-4-fluorophenyl)methoxy]piperidine